ClC1=NC=C(C(=C1)C1=C(C=NC(=C1)C)C(=O)NC=1SC(=NN1)O[C@H]1[C@H](OCC1)C)OC |r| rac-2'-Chloro-5'-methoxy-6-methyl-N-(5-(((2R,3R)-2-methyltetrahydrofuran-3-yl)oxy)-1,3,4-thiadiazol-2-yl)-(4,4'-bipyridine)-3-carboxamide